C(C)(C)(C)OC(=O)N1CC2(CC(C1)C2)C=2N=C(N=NC2)SC 1-(3-methylsulfanyl-1,2,4-triazin-5-yl)-3-azabicyclo[3.1.1]heptane-3-carboxylic acid tert-butyl ester